C(CCCCC)NC1=CC=C(C=C1)C(F)(F)F N-hexyl-4-(trifluoromethyl)aniline